COCOC=1C(=NC=C(C1C)C1=C(N=C(S1)C1=CC=CC=C1)C)C(=O)NCC(=O)OCC ethyl (3-(methoxymethoxy)-4-methyl-5-(4-methyl-2-phenylthiazol-5-yl)picolinoyl)glycinate